CN(C(=O)C1=C(C=C(C=C1)C1=CC(=NO1)C(=O)OC)O)C Methyl 5-(4-(dimethylcarbamoyl)-3-hydroxyphenyl)isoxazole-3-carboxylate